C(=O)OC(C)C1CC(CCC1)(C)C 1-(3,3-dimethylcyclohexyl)ethanol formate